CN1N=C(C(=C1OC1=CC=CC=C1)C=NO)C 1,3-dimethyl-5-phenoxy-1H-pyrazole-4-formaldoxime